carboxyl-benzylthiodiazole C(=O)(O)C=1C(=NNC1)SCC1=CC=CC=C1